4-((4-((2-Isopropyl-4-phenylthiazol-5-yl)oxy)pyridin-2-yl)amino)benzenesulfonamide C(C)(C)C=1SC(=C(N1)C1=CC=CC=C1)OC1=CC(=NC=C1)NC1=CC=C(C=C1)S(=O)(=O)N